cyclohexyl (3S)-3-(tert-butoxycarbonylamino)-4-iodo-butanoate C(C)(C)(C)OC(=O)N[C@@H](CC(=O)OC1CCCCC1)CI